[N+](=O)([O-])C=1C=C(OC2=NC(=NC(=C2)C(F)(F)F)SCC(=O)NC(NC2=CC=C(C=C2)CC)=O)C=CC1 2-((4-(3-nitrophenoxy)-6-(trifluoromethyl)pyrimidin-2-yl)thio)-N-((4-ethylphenyl)carbamoyl)acetamide